5-chloro-2-(difluoromethyl)-N-((1r,4r)-4-((1-(2,3-dihydro-1H-inden-4-yl)-2-oxo-1H-imidazo[4,5-c]pyridin-3(2H)-yl)methyl)cyclohexyl)nicotinamide ClC=1C=NC(=C(C(=O)NC2CCC(CC2)CN2C(N(C3=C2C=NC=C3)C3=C2CCCC2=CC=C3)=O)C1)C(F)F